5-(2-chloro-3-fluorophenyl)-7-fluoro-3-((2-fluoroethyl)amino)-4H-benzo[e][1,2,4]thiadiazine 1,1-dioxide ClC1=C(C=CC=C1F)C1=CC(=CC2=C1NC(=NS2(=O)=O)NCCF)F